(S)-methyl-2-(2-chloroacetylamino)-3-(1H-indol-3-yl)propionic acid methyl ester COC([C@](CC1=CNC2=CC=CC=C12)(NC(CCl)=O)C)=O